COC(C1=CC=C(C=C1)[C@H]1NCCC(C1)C=1N=CSC1)=O (S)-4-(4-(thiazole-4-yl)piperidin-2-yl)benzoic acid methyl ester